ClC1=CC=C(C=C1)NC(=O)NC1=CC(=NN1C=1NC(C(=C(N1)C)C)=O)C (4-chlorophenyl)-3-(1-(4,5-dimethyl-6-oxo-1,6-dihydropyrimidin-2-yl)-3-methyl-1H-pyrazol-5-yl)urea